2-(6-Chloro-1-(cyclopropylmethyl)-1H-pyrrolo[2,3-b]pyridin-2-yl)-4-fluoro-3-methylpyrazolo[1,5-a]pyridine-6-carboxylic acid ClC1=CC=C2C(=N1)N(C(=C2)C2=NN1C(C(=CC(=C1)C(=O)O)F)=C2C)CC2CC2